7-isopentenyloxy-4'-methoxy-flavonol C(CC(=C)C)OC1=CC=C2C(C(=C(OC2=C1)C1=CC=C(C=C1)OC)O)=O